5-(2,6-difluorophenyl)-3-methyl-9-(6-methyl-3-pyridyl)-1,6-dihydropyrazolo[4,3-d][1,3]benzodiazepine FC1=C(C(=CC=C1)F)C=1NC2=C(C3=C(N1)C(=NN3)C)C=C(C=C2)C=2C=NC(=CC2)C